6-(((2-hydroxyethyl)amino)methyl)-2-(phenylamino)pyrimidin-4(3H)-one OCCNCC1=CC(NC(=N1)NC1=CC=CC=C1)=O